dimethyl-1,1'-biphenyl CC1=CC=C(C=C1)C1=CC=C(C=C1)C